4-(3-(methoxy)phenyl)piperidin-4-ol COC=1C=C(C=CC1)C1(CCNCC1)O